N-(tert-butyl)-6-methyl-2-phenyl-7H-pyrrolo[2,3-d]pyrimidin-4-amine C(C)(C)(C)NC=1C2=C(N=C(N1)C1=CC=CC=C1)NC(=C2)C